4-carboxy-2-thiazolidinone C(=O)(O)C1NC(SC1)=O